N1(CCCCCC1)C(=O)C1=CC=C(C=C1)NC=1C(=NN(C1)C1=C(C=CC=C1Cl)Cl)C(=O)N 4-((4-(azepane-1-carbonyl)phenyl)amino)-1-(2,6-dichlorophenyl)-1H-pyrazole-3-carboxamide